O1NC(C2=C1C(NC(C2([2H])[2H])[2H])([2H])[2H])=O 4,5,6,7-tetrahydroisoxazolo(5,4-c)pyridin-3(2H)-one-4,4,5,7,7-d5